N-(1-(3,4-dichlorophenyl)-2-methylpropan-2-yl)-1-methyl-1H-pyrrolo[2,3-b]pyridine-5-carboxamide ClC=1C=C(C=CC1Cl)CC(C)(C)NC(=O)C=1C=C2C(=NC1)N(C=C2)C